diethylene glycol t-butyl ether C(C)(C)(C)OCCOCCO